ClC=1C=C(C=C(C1)C1CCCCC1)NC(=O)C1CC(C1)NC#N (1r,3r)-N-(3-chloro-5-cyclohexylphenyl)-3-(cyanoamino)cyclobutane-1-carboxamide